5-(4-((3-Ethyl-8-fluoro-2,4-dioxo-1,2,3,4-tetrahydroquinazolin-7-yl)methyl)piperazin-1-yl)-N,6-dimethylpicolinamide C(C)N1C(NC2=C(C(=CC=C2C1=O)CN1CCN(CC1)C=1C=CC(=NC1C)C(=O)NC)F)=O